CS(=O)(=O)C1=CC(=C(C=C1)NCC#CC=1N(C2=CC=CC(=C2C1)NC1CCN(CC1)C[C@H]1OC(OC1)=O)CC(F)(F)F)OC (4R)-4-({4-[(2-{3-[(4-methanesulfonyl-2-methoxyphenyl)amino]prop-1-yn-1-yl}-1-(2,2,2-trifluoroethyl)-1H-indol-4-yl)amino]piperidin-1-yl}methyl)-1,3-dioxolan-2-one